Bis(1-Cyclohexyloxy-2,2,6,6-Tetramethylpiperidin-4-yl) Adipat C(CCCCC(=O)OC1CC(N(C(C1)(C)C)OC1CCCCC1)(C)C)(=O)OC1CC(N(C(C1)(C)C)OC1CCCCC1)(C)C